OC(CCCCC(=O)O)CCOC(C)=O 6-hydroxy-8-acetoxyn-octanoic acid